C(#N)C1=CC=2N(N=C1)C(=CC2)C(=O)NC2=CC1=CN(N=C1C=C2C(C)(C)O)C2CCC(CC2)N2[C@H](CNCC2)C 3-cyano-N-(6-(2-hydroxypropan-2-yl)-2-((1S,4R)-4-((S)-2-methylpiperazin-1-yl)cyclohexyl)-2H-indazol-5-yl)pyrrolo[1,2-b]pyridazine-7-carboxamide